4-(5-isopropoxy-2-methyl-4-nitrophenyl)-1-(tetrahydro-2H-pyran-4-yl)-1,2,3,6-tetrahydropyridine C(C)(C)OC=1C(=CC(=C(C1)C=1CCN(CC1)C1CCOCC1)C)[N+](=O)[O-]